(R)-2-(1-aminoethyl)-3-(4-ethoxyphenyl)pyrido[2,3-d]pyrimidin-4(3H)-one N[C@H](C)C=1N(C(C2=C(N1)N=CC=C2)=O)C2=CC=C(C=C2)OCC